C(CCCC)(N)N.O1C(=C(C=C1)C(=O)O)C(=O)O furandicarboxylic acid pentanediamine salt